OC1C2C(C(N(C2C1)C(=O)[O-])C(=O)[O-])C 6-hydroxy-4-methyl-2-azabicyclo[3.2.0]heptane-2,3-dicarboxylate